5-(2-(tert-butylamino)-2-oxoacetyl)-N-(4-fluoro-3-methylphenyl)-2,3-dihydro-1H-pyrrolizine-7-carboxamide C(C)(C)(C)NC(C(=O)C=1N2CCCC2=C(C1)C(=O)NC1=CC(=C(C=C1)F)C)=O